C(CCCCCCCCC(=O)OCC(CCCC)CC)(=O)OCC(CCCC)CC Di(2-ethylhexyl) sebacate